3-((3-(hydroxymethyl)benzyl)oxy)-4-methoxybenzyl acetate C(C)(=O)OCC1=CC(=C(C=C1)OC)OCC1=CC(=CC=C1)CO